4-fluoro-N-{phenyl-[4-(prop-2-yl)phenyl]methyl}-1-[3-(1H-1,2,3-triazol-1-yl)propionyl]pyrrolidine-2-carboxamide FC1CC(N(C1)C(CCN1N=NC=C1)=O)C(=O)NC(C1=CC=C(C=C1)C(C)C)C1=CC=CC=C1